FC(OC=1C=C(OC2CCNCC2)C=CC1)(F)F 4-[3-(trifluoromethoxy)phenoxy]piperidine